O=C1N(C(C2=CC=CC=C12)=O)CC1C(CCC1)NC(OC(C)(C)C)=O tert-butyl (2-((1,3-dioxoisoindolin-2-yl)methyl)cyclopentyl)carbamate